[(9Z,12Z)-octadeca-9,12-dienyl]ammonium C(CCCCCCC\C=C/C\C=C/CCCCC)[NH3+]